ethyl 2-(4-((tert-butoxycarbonyl)(4,4-difluorocyclohexyl)amino)-6-((1-(tert-butoxy carbonyl)azetidin-3-yl)oxy)pyrimidin-2-yl)thiazole-4-carboxylate C(C)(C)(C)OC(=O)N(C1=NC(=NC(=C1)OC1CN(C1)C(=O)OC(C)(C)C)C=1SC=C(N1)C(=O)OCC)C1CCC(CC1)(F)F